COC1=C(C(=CC=C1)OC)C1=C(C(=N)N)C=CC(=C1)F (2,6-dimethoxyphenyl)-4-fluorobenzamidine